((3-chloro-4-fluorophenyl)carbamoyl)-10-methyl-11-oxo-2,3,4,7,8,9,10,11-octahydro-1H-pyrido[4',3':3,4]Pyrazolo[1,5-a][1,4]Diazepine-8-carboxylic acid ethyl ester C(C)OC(=O)C1CN(C(C=2N(C1)N=C1C2C(NCC1)C(NC1=CC(=C(C=C1)F)Cl)=O)=O)C